4-(6-fluoropyridin-3-yl)-6-hydroxy-pyrazolo[1,5-a]pyridine-3-carbonitrile FC1=CC=C(C=N1)C=1C=2N(C=C(C1)O)N=CC2C#N